BrC1=NN2C(C(N[C@@H](C2)CCOCCO)=O)=C1 (R)-2-bromo-6-(2-(2-hydroxyethoxy)ethyl)-6,7-dihydropyrazolo[1,5-a]pyrazin-4(5H)-one